tert-butyl N-[(4-aminophenyl)methyl]-N-methylcarbamate NC1=CC=C(C=C1)CN(C(OC(C)(C)C)=O)C